C(CCCCCCCCCCCC)C(CCCCCCC)O tridecyl-1-n-octanol